CC[C@H]1C[C@@H]2C[C@@H]3[C@H]1[NH+](C2)CCC4=C3NC5=C4C=C(C=C5)OC The molecule is a tertiary ammonium ion resulting from the protonation of the tertiary amino group of ibogaine. It derives from a noribogaine(1+). It is a conjugate acid of an ibogaine.